N,N-bis(methyl-d3)-2-(4-(7-morpholino-5-(3-(m-tolyl)-1H-pyrazol-1-yl)furo[3,2-b]pyridin-2-yl)-1H-pyrazol-1-yl)ethan-1-amine C(N(CCN1N=CC(=C1)C1=CC2=NC(=CC(=C2O1)N1CCOCC1)N1N=C(C=C1)C=1C=C(C=CC1)C)C([2H])([2H])[2H])([2H])([2H])[2H]